N1(C=NC=C1)S(=O)(=O)OC1=C(C(=CC=C1)CC=1C(OC2=CC(=CC=C2C1C)OC1=NC=CC=C1F)=O)F [2-fluoro-3-[[7-[(3-fluoro-2-pyridyl)oxy]-4-methyl-2-oxo-chromen-3-yl]methyl]phenyl] imidazole-1-sulfonate